CC1CS(OCC=C1)(=O)=O 4-methyl-4,7-dihydro-3H-oxathiepine 2,2-dioxide